ClC=1C=CC2=C(N=C(O2)C2CC3(CC(C3)NC(=O)C=3OC(=CC3)CS(=O)(=O)C3CC3)C2)C1 N-[6-(5-chloro-1,3-benzoxazol-2-yl)spiro[3.3]heptan-2-yl]-5-(cyclopropylsulfonylmethyl)furan-2-carboxamide